5-(1-(3,5-Dichloropyridin-4-yl)ethoxy)-N-(4-((3S,5R)-3,5-Dimethylpiperazin-1-yl)phenyl)-1H-Indazol-3-Carboxamid ClC=1C=NC=C(C1C(C)OC=1C=C2C(=NNC2=CC1)C(=O)NC1=CC=C(C=C1)N1C[C@@H](N[C@@H](C1)C)C)Cl